1,5-bis(trimethylsilyl)-1,4,5,8-tetrahydronaphthalene C[Si](C1C=CCC=2C(C=CCC12)[Si](C)(C)C)(C)C